FC(C=1C=C(C=C(C1)C(F)(F)F)P(C=1[C-](C=CC1)[C@@H](C)P(C(F)(F)F)C(F)(F)F)C1=CC(=CC(=C1)C(F)(F)F)C(F)(F)F)(F)F.[CH-]1C=CC=C1.[Fe+2] (R)-1-{(S)-2-[bis(3,5-di-trifluoromethylphenyl)phosphino]ferrocenyl}ethyl-bis(trifluoromethyl)phosphine